(R)-1-(5-Fluoropyridin-3-yl)-2-((2-methyl-1-((R)-pyrrolidin-3-yl)-propan-2-yl)amino)ethan-1-ol FC=1C=C(C=NC1)[C@H](CNC(C[C@@H]1CNCC1)(C)C)O